4-methylbenzo[d]thiazol CC1=CC=CC2=C1N=CS2